1H-pyrazol-3-yl-carbamic acid tert-butyl ester C(C)(C)(C)OC(NC1=NNC=C1)=O